FC1(CC(N(C1)C1=C(C(=NC=N1)NCC1C(CN(CC1)CC(=O)N)O)F)C1=NC=C(C=C1)C(F)(F)F)F 2-(4-(((6-(4,4-difluoro-2-(5-(trifluoromethyl)pyridin-2-yl)pyrrolidin-1-yl)-5-fluoropyrimidin-4-yl)amino)methyl)-3-hydroxypiperidin-1-yl)acetamide